(S)-3-(4-aminophenyl)-3-methylpiperidine-2,6-dione NC1=CC=C(C=C1)[C@]1(C(NC(CC1)=O)=O)C